hexafluoro-2-(2-hydroxyphenyl)propan-2-ol FC(C(C(F)(F)F)(O)C1=C(C=CC=C1)O)(F)F